1-((1H-indol-6-yl)sulfonyl)-4-((4-hydroxyphenyl)amino)pyrrolidin-3-ol N1C=CC2=CC=C(C=C12)S(=O)(=O)N1CC(C(C1)NC1=CC=C(C=C1)O)O